N-[(3R)-7-(5-tert-butyl-1,3,4-oxadiazol-2-yl)-5-[(4-chlorophenyl)methyl]-8-fluoro-1,1,4-trioxo-2,3-dihydro-1λ6,5-benzothiazepin-3-yl]acetamide C(C)(C)(C)C1=NN=C(O1)C=1C(=CC2=C(N(C([C@H](CS2(=O)=O)NC(C)=O)=O)CC2=CC=C(C=C2)Cl)C1)F